OC1=CC=2C(=NSN2)C=C1F 5-hydroxy-6-fluorobenzo[c][1,2,5]thiadiazole